ClC1=CC=C(C=C1)C(C(=O)O)=O 4-Chlorophenylglyoxylic acid